F[C@H](C(=O)O)CC1=C(C=C(C(=C1)F)F)F (αS)-α,2,4,5-tetrafluoro-benzenepropanoic acid